The molecule is a monoterpenoid indole alkaloid with forumula C21H26N2O3, isolated from the fruits of Tabernaemontana heyneana. It has a role as a plant metabolite. It is a methyl ester, a monoterpenoid indole alkaloid, an organic heterotetracyclic compound and a primary alcohol. C/C=C\\1/CN2CC[C@H]1[C@](C3=C(CC2)C4=CC=CC=C4N3)(CO)C(=O)OC